3-amino-6-(4-fluorophenyl)-5-phenylpyrazine-2-carbonitrile NC=1C(=NC(=C(N1)C1=CC=CC=C1)C1=CC=C(C=C1)F)C#N